COC1=CC2=C(NC(=N2)C(C)NC(=O)C2=CC=NC=3N2N=CC3C(=O)N)C=C1 N7-[1-(5-methoxy-1H-1,3-benzodiazol-2-yl)ethyl]pyrazolo[1,5-a]pyrimidine-3,7-dicarboxamide